iron nickel copper tin [Sn].[Cu].[Ni].[Fe]